(3R)-3-[(3aS,4R,6R,6aR)-4-(4-chloropyrrolo[2,3-d]pyrimidin-7-yl)-2,2-dimethyl-4,5,6,6a-tetrahydro-3aH-cyclopenta[d][1,3]dioxol-6-yl]-6-chloro-3H-isobenzofuran-1-one ClC=1C2=C(N=CN1)N(C=C2)[C@@H]2C[C@@H]([C@H]1OC(O[C@H]12)(C)C)[C@H]1OC(C2=CC(=CC=C12)Cl)=O